[Pb+2].C(N)([O-])=O.C(N)([O-])=O carbamate lead